NC1=C2N=C(N(C2=NC(=N1)C=1SC=CC1)[C@@H]1OC[C@H]([C@H]1O)O)C#CCCCC (2R,3R,4R)-2-(6-Amino-8-(hex-1-yn-1-yl)-2-(thiophen-2-yl)-9H-purin-9-yl)tetrahydrofuran-3,4-diol